2,2-bis(3-(4-aminobenzoylamino)-4-(triethoxysiloxy)phenyl)propane NC1=CC=C(C(=O)NC=2C=C(C=CC2O[Si](OCC)(OCC)OCC)C(C)(C)C2=CC(=C(C=C2)O[Si](OCC)(OCC)OCC)NC(C2=CC=C(C=C2)N)=O)C=C1